ethyl 4-[[(1S)-2-hydroxy-1-phenyl-ethyl]amino]-2-[(1-oxoisoindolin-5-yl)amino]pyrimidine-5-carboxylate OC[C@H](C1=CC=CC=C1)NC1=NC(=NC=C1C(=O)OCC)NC=1C=C2CNC(C2=CC1)=O